NCCN=CCCNCCN=CCC 1,4,8,11-tetraazatetradec-4,11-diene